FC1=C(C=C2C=CC=NC2=C1)C(C)N1C=NC=2C1=NC(=CN2)C=2C=CC(=NC2)N(C)C 5-(1-(1-(7-fluoro-quinolin-6-yl)-ethyl)-1H-imidazo[4,5-b]pyrazin-6-yl)-N,N-dimethylpyridin-2-amine